CN1N=CC(=C1)C1=NC=CC(=C1)OC=1C(=NC=CC1)C=1C=C(C(NC1)=O)C(=O)N 5-((2-(1-methyl-1H-pyrazol-4-yl)pyridin-4-yloxy)pyridin-2-yl)-2-oxo-1,2-dihydropyridine-3-carboxamide